BrC1=CC=2C3=C(N(C(N(C3=C1F)CC1=CC=C(C=C1)OC)=O)CC)N=CN2 8-bromo-3-ethyl-9-fluoro-1-(4-methoxybenzyl)-1H-pyrimido[4,5,6-de]quinazolin-2(3H)-one